5-[1-[(1S)-1-[(2S,4r)-4-hydroxy-2-(methylcarbamoyl)pyrrolidine-1-carbonyl]-2,2-dimethyl-propyl]triazol-4-yl]-1-methyl-pyrazole-4-carboxylic acid ethyl ester C(C)OC(=O)C=1C=NN(C1C=1N=NN(C1)[C@@H](C(C)(C)C)C(=O)N1[C@@H](C[C@H](C1)O)C(NC)=O)C